6-(4-amino-1-tert-butyl-pyrazolo[3,4-d]pyrimidin-3-yl)-N-[1-(2-hydroxyethyl)pyrazol-3-yl]-1H-indole-2-carboxamide NC1=C2C(=NC=N1)N(N=C2C2=CC=C1C=C(NC1=C2)C(=O)NC2=NN(C=C2)CCO)C(C)(C)C